C1(CC1)CN(C1=C(C(=O)NC=2SC(=C(N2)C)C)C=C(C(=C1)F)S(=O)(=O)N1CCOCC1)C 2-((Cyclopropylmethyl)(methyl)amino)-N-(4,5-dimethylthiazol-2-yl)-4-fluoro-5-(morpholinosulfonyl)benzamide